NC1C(CN(CC1)C1=C(C=NC2=CC=C(C=C12)C=1C(=C(C#N)C=C(C1)F)OCCOC)C1=CC(=CC(=C1)C)F)O 3-{4-[4-amino-3-hydroxypiperidin-1-yl]-3-(3-fluoro-5-methylphenyl)quinolin-6-yl}-5-fluoro-2-(2-methoxyethoxy)benzonitrile